C(CCCCCCCCC)C(COCCOCCO)(C)O Decyl-methyl-triethylene glycol